BrC1=CC=C2C(C(NC2=C1)=O)=O 6-bromoindol-2,3-dione